4-(3,3-dimethylpiperazin-1-yl)-N-(2-methyl-[1,2,4]triazolo[1,5-a]pyridin-6-yl)-2,3-dihydro-1H-pyrrolo[2,3-b]pyridine-1-carboxamide 2,2,2-trifluoroacetate FC(C(=O)O)(F)F.CC1(CN(CCN1)C1=C2C(=NC=C1)N(CC2)C(=O)NC=2C=CC=1N(C2)N=C(N1)C)C